6-((E)-4-(((1r,4r)-4-hydroxycyclohexyl)amino)but-2-enamido)nicotinic acid OC1CCC(CC1)NC/C=C/C(=O)NC1=NC=C(C(=O)O)C=C1